N1(CCC1)C1CN(CCC1)C1=CC=2N=C(N(C(C2C(=N1)C1=C(C=C(C=C1)Cl)F)=O)C)C 7-(3-(1-azetidinyl)-1-piperidinyl)-5-(4-chloro-2-fluorophenyl)-2,3-dimethyl-pyrido[4,3-d]pyrimidin-4(3H)-one